IC1=CC=C(C=C1)C1N(CCC(C1)N1C(NC2=C1C=CC=C2SC)=O)C(=O)N (4-iodophenyl)-4-[4-(methylsulfanyl)-2-oxo-2,3-dihydro-1H-1,3-benzodiazol-1-yl]piperidine-1-carboxamide